O=C1C(=C(SC1)NC1=CC=CC=C1)C(=O)[O-] 4-oxo-2-(phenylamino)-4,5-dihydrothiophene-3-carboxylate